7-Bromo-N-[(4-fluorophenyl)-methyl]-1,4-dimethyl-2-oxo-1H-quinoline-3-carboxylic acid amide BrC1=CC=C2C(=C(C(N(C2=C1)C)=O)C(=O)NCC1=CC=C(C=C1)F)C